ethyl 5-(5-bromo-2-chlorobenzyl)-1-(N,N-dimethylsulfamoyl)-1H-pyrazole-4-carboxylate BrC=1C=CC(=C(CC2=C(C=NN2S(N(C)C)(=O)=O)C(=O)OCC)C1)Cl